ClC1=NC=2C=CC=C(C2C=C1)S(=O)(=O)NC=1C(=NC(=C(C1)F)OCC(F)F)OC 2-chloro-N-[6-(2,2-difluoroethoxy)-5-fluoro-2-methoxy-3-pyridinyl]quinoline-5-sulfonamide